BrC=1C=C2CN3C(=NC2=CC1)C=CC=C3 2-bromo-11H-pyrido[2,1-b]quinazoline